2-(dimethylamino)-N-(tetrahydro-2H-pyran-4-yl)-propionamide CN(C(C(=O)NC1CCOCC1)C)C